OC/C=C/C1=CC(=C(C(=C1)OC)O)OC 4-[(E)-3-hydroxy-prop-1-enyl]-2,6-dimethoxyphenol